6-(8-Fluoro-2-methylimidazo[1,2-a]pyridin-6-yl)-2-(piperidin-4-yl)[1,3]thiazolo[4,5-c]pyridin FC=1C=2N(C=C(C1)C1=CC3=C(C=N1)N=C(S3)C3CCNCC3)C=C(N2)C